CN(C1=CC=C(/C=C/C2=NC=C(C(=O)NC=3C=C(N(C3)C)C(=O)NC=3C=C(N(C3)C)C(=O)OC)C=C2)C=C1)C (E)-methyl 4-(4-(6-(4-(dimethylamino) styryl) nicotinamido)-1-methyl-1H-pyrrole-2-carboxamido)-1-methyl-1H-pyrrole-2-carboxylate